trans-5-[5-[2-Cyclopropyl-6-(oxan-4-ylmethoxy)pyridin-4-carbonyl]-3a-methoxy-3,4,6,6a-tetrahydro-1H-pyrrolo[3,4-c]pyrrol-2-carbonyl]-3-methyl-1H-benzimidazol-2-on C1(CC1)C1=NC(=CC(=C1)C(=O)N1C[C@H]2[C@](C1)(CN(C2)C(=O)C2=CC1=C(NC(N1C)=O)C=C2)OC)OCC2CCOCC2